4-[5-(trifluoromethyl)-1H-1,2,3-triazol-4-yl]-2-{1-[2-(2,4,5-trifluorophenyl)ethyl]-1H-imidazol-4-yl}pyridine FC(C1=C(N=NN1)C1=CC(=NC=C1)C=1N=CN(C1)CCC1=C(C=C(C(=C1)F)F)F)(F)F